(2-((1S,3S,5S)-3-cyano-2-azabicyclo[3.1.0]hex-2-yl)-2-oxoethyl)-6-cyclopropylquinoline-4-carboxamide C(#N)[C@H]1N([C@H]2C[C@H]2C1)C(CC1=NC2=CC=C(C=C2C(=C1)C(=O)N)C1CC1)=O